C12(CC3CC(CC(C1)C3)C2)C=2C(=CC(=C(C(=O)NCC3=CC(=CC(=C3)OC)O)C2)O)O 5-adamant-1-yl-2,4-dihydroxy-N-(3-hydroxy-5-methoxybenzyl)-benzoic acid amide